C(C)N(C(C)C)CCC1=CNC2=CC=C(C=C12)OC N-ethyl-N-(2-(5-methoxy-1H-indol-3-yl)ethyl)propan-2-amine